3,3'-((4-mercapto-1,2-phenylene)bis(oxy))bis(N-hydroxypropionamide) SC1=CC(=C(C=C1)OCCC(=O)NO)OCCC(=O)NO